NC1=C(C(=O)C2=NC=CC=C2)C=C(C=C1)Br (2-amino-5-bromo-benzoyl)pyridine